5-ethyl-1-(4-methoxyphenyl)-1H-1,2,3-triazole-4-carboxylic acid ethyl ester C(C)OC(=O)C=1N=NN(C1CC)C1=CC=C(C=C1)OC